C(C)OC(\N=C\1/SC=CN1C1=C(C=CC=C1)Br)=O (Z)-(3-(2-bromophenyl)thiazol-2(3H)-ylidene)carbamic acid ethyl ester